O1C=C(C=C1)[Si](C#C)(C#C)C#C 3-furyltriethynylsilane